tert-butyl 2-(5-((5-chloro-4-(piperidin-1-yl)pyrimidin-2-yl)amino)pyridin-3-yl)-1-oxo-2,8-diazaspiro[4.5]decane-8-carboxylate ClC=1C(=NC(=NC1)NC=1C=C(C=NC1)N1C(C2(CC1)CCN(CC2)C(=O)OC(C)(C)C)=O)N2CCCCC2